1-(3-Hydroxypropyl)-6-((1-((1-methylcyclopropyl)sulfonyl)cyclopropyl)methyl)-7-oxo-4,5,6,7-tetrahydro-1H-pyrazolo[3,4-c]pyridine-3-carboxylic acid OCCCN1N=C(C2=C1C(N(CC2)CC2(CC2)S(=O)(=O)C2(CC2)C)=O)C(=O)O